3,3-dimethyl-N-(4-methyl-1,1-dioxidotetrahydro-2H-thiopyran-4-yl)-2-oxo-1-(4-(1,1,2,2-tetrafluoroethoxy)pyridin-2-yl)indoline-5-carboxamide CC1(C(N(C2=CC=C(C=C12)C(=O)NC1(CCS(CC1)(=O)=O)C)C1=NC=CC(=C1)OC(C(F)F)(F)F)=O)C